ClC1=CC(=C(COC2=CC=CC(=N2)[C@]23CCN(C[C@@H]3C2)CC2=NC3=C(N2C[C@H]2OCC2)C=C(C=C3)C(=O)OC)C=C1)F Methyl 2-(((1r,6S)-6-(6-((4-chloro-2-fluorobenzyl) oxy) pyridin-2-yl)-3-azabicyclo[4.1.0]hept-3-yl) methyl)-1-((S)-oxetan-2-ylmethyl)-1H-benzo[d]imidazole-6-carboxylate